(R)-1-((1-(((tert-butyldimethylsilyl)oxy)methyl)cyclopentyl)methyl)-6-chloro-3-(3-(((2,2,2-trifluoroethyl)sulfonyl)methyl)pyrrolidin-1-yl)-1H-pyrazolo[4,3-c]pyridine [Si](C)(C)(C(C)(C)C)OCC1(CCCC1)CN1N=C(C=2C=NC(=CC21)Cl)N2C[C@@H](CC2)CS(=O)(=O)CC(F)(F)F